N-(5-(3-(9H-purin-6-yl)pyridin-2-ylamino)-2-fluorophenyl)-6-methylpicolinamid N1=CN=C2NC=NC2=C1C=1C(=NC=CC1)NC=1C=CC(=C(C1)NC(C1=NC(=CC=C1)C)=O)F